ClC1=C(C=CC=C1C1N(CCC2=C1SC(=N2)C(=O)N)C)C2=C(C(=CC=C2)C2N(CCC1=C2SC(=N1)C(=O)N)C)Cl (2,2'-dichloro-[1,1'-biphenyl]-3,3'-diyl)bis(5-methyl-4,5,6,7-tetrahydrothiazolo[5,4-c]pyridine-2-carboxamide)